2-[4-[3-[4-(3-Phenylprop-2-enoxy)phenyl]prop-2-enoyl]phenyl]acetic acid C1(=CC=CC=C1)C=CCOC1=CC=C(C=C1)C=CC(=O)C1=CC=C(C=C1)CC(=O)O